hexahydroazepino[3,2,1-hi]indol C1CN2C3=C(C=CC=C13)CCCC2